(S)-N-(1-((1,1-bis(4-fluorophenyl)prop-1-en-2-yl)amino)-1-oxopropan-2-yl)-3-hydroxy-4-methoxypicolinamide FC1=CC=C(C=C1)C(=C(C)NC([C@H](C)NC(C1=NC=CC(=C1O)OC)=O)=O)C1=CC=C(C=C1)F